(1R,4R)-4-(2-(4-(2,3-dichlorophenyl)piperazine-1-yl)ethyl)cyclohexylamine ClC1=C(C=CC=C1Cl)N1CCN(CC1)CCC1CCC(CC1)N